BrC=1C2=C(C(N(C1)C)=O)SC(=C2)C(=O)OCC ethyl 4-bromo-6-methyl-7-oxo-6,7-dihydrothieno[2,3-c]pyridine-2-carboxylate